(S)-6-(6-tert-butyl-5-chloro-2-methyl-3-pyridyl)-2-methyl-3-(methylsulfonimidoyl)-1H-pyridin-4-one C(C)(C)(C)C1=C(C=C(C(=N1)C)C1=CC(C(=C(N1)C)[S@](=O)(=N)C)=O)Cl